C(C)O[Si](C=1CC(C2=CC=CC=C2C1)(S(=O)([O-])=S)CCC)(OCC)OCC 3-triethoxysilyl-1-propylnaphthalenethiosulfonate